(1R,2S,3R,5R)-3-{4-Chloro-5-ethenylpyrrolo[2,3-d]pyrimidin-7-yl}-5-[({3-[(2-phenylethyl)amino]propyl}amino)methyl]cyclopentane-1,2-diol ClC=1C2=C(N=CN1)N(C=C2C=C)[C@H]2[C@@H]([C@@H]([C@H](C2)CNCCCNCCC2=CC=CC=C2)O)O